(2-(2-oxo-2-(2-(trifluoromethyl)anilino)ethoxy)phenyl)phosphonic acid O=C(COC1=C(C=CC=C1)P(O)(O)=O)NC1=C(C=CC=C1)C(F)(F)F